methyl N-[5-[6-[(2-chloro-4-fluoro-phenyl)-methyl-carbamoyl]imidazo[1,2-a]pyridin-3-yl]-2-pyridyl]carbamate ClC1=C(C=CC(=C1)F)N(C(=O)C=1C=CC=2N(C1)C(=CN2)C=2C=CC(=NC2)NC(OC)=O)C